Dimethyl-behenylamine CN(CCCCCCCCCCCCCCCCCCCCCC)C